NC=1C(=NC(=CN1)C1=C(C=C(C=C1)NC([C@H](O)C1=CC(=CC(=C1)F)F)=O)Cl)C(=O)NC1CC1 (R)-3-amino-6-(2-chloro-4-(2-(3,5-difluorophenyl)-2-hydroxyacetamido)phenyl)-N-cyclopropylpyrazine-2-carboxamide